1,1,1-TrisMethylolpropane C(O)C(CC)(CO)CO